4-(4-((1R,5S)-3,8-Diazabicyclo[3.2.1]octan-3-yl)-8-fluoro-2-((1-methyl-1,4-dihydropyrrolo[3,2-c]pyrazol-5-yl)methoxy)pyrido[4,3-d]pyrimidin-7-yl)-5-ethyl-6-fluoronaphthalen-2-ol [C@H]12CN(C[C@H](CC1)N2)C=2C1=C(N=C(N2)OCC2=CC=3N(N=CC3N2)C)C(=C(N=C1)C1=CC(=CC2=CC=C(C(=C12)CC)F)O)F